acetamidolactose C(C)(=O)NC1(O)[C@H](O)[C@@H](O)[C@H](O[C@H]2[C@H](O)[C@@H](O)[C@@H](O)[C@H](O2)CO)[C@H](O1)CO